(+-)-1-(2-((methylsulfinyl)methyl)-4-nitrophenyl)cyclopropane-1-carboxamide C[S@@](=O)CC1=C(C=CC(=C1)[N+](=O)[O-])C1(CC1)C(=O)N |r|